(S,E)-6-(3-(4-methoxyphenyl)acryloyl)-7-phenyl-4-oxa-6-azaspiro[2.4]heptane COC1=CC=C(C=C1)/C=C/C(=O)N1COC2(CC2)[C@@H]1C1=CC=CC=C1